COC=1C=C(C=CC1)C1=CC(=NC=N1)C1=CC=CC=2NC3=CC=CC=C3C(C12)(C)C (6-(3-methoxyphenyl)pyrimidin-4-yl)-9,9-dimethyl-9,10-dihydroacridine